ethyl (2RS)-2-(4,7-difluoro-6-iodo-1-oxo-isoindolin-2-yl)-2-(6,7-dihydro-5H-pyrrolo[1,2-c]imidazol-1-yl)acetate FC1=C2CN(C(C2=C(C(=C1)I)F)=O)[C@@H](C(=O)OCC)C1=C2N(C=N1)CCC2 |r|